(3S)-4-methyl-3-[(pyridin-2-yl)amino]-pentanoic acid CC([C@H](CC(=O)O)NC1=NC=CC=C1)C